NC1=CC(=C(C(=O)O)C=C1)C(NCCC[C@H](NC(C1=CC=C(C=C1)NCC=1N=C2C(=NC(=NC2=NC1)N)N)=O)C(=O)O)=O (S)-4-Amino-2-((4-carboxy-4-(4-(((2,4-diaminopteridin-6-yl)methyl)amino)benzamido)butyl)carbamoyl)-benzoic acid